ClC1=CC=C(C=C1)NC(=S)NC(C)C1=CC=CC2=CC=CC=C12 1-(4-chlorophenyl)-3-(1-(naphthalen-1-yl)ethyl)thiourea